ClC(=O)OCC(=O)OC Methyl ((chlorocarbonyl)oxy)acetate